5,6-bis(2-chloro-4-fluorophenyl)-2,3-dihydro-3-oxo-4-pyridazine-carbonitrile ClC1=C(C=CC(=C1)F)C1=C(C(NN=C1C1=C(C=C(C=C1)F)Cl)=O)C#N